CC(C)(C)NC(=O)OS(=O)(=O)C1=CC(=CC=C1)C=1N=C2C(=NC=NC2=CC1)N1CC(N(CC1)C)=O m-[4-(4-methyl-3-oxo-1-piperazinyl)-1,3,5-triaza-6-naphthyl]phenylsulfonyl 2-methyl-2-propanecarbamate